BrC=1C=C2C(=NC=NC2=CC1)N1CC(C1)N1C(C(CC1)=C)=O 1-(1-(6-Bromoquinazolin-4-yl)azetidin-3-yl)-3-methylenepyrrolidin-2-one